FC1=C(C=C(C(=C1O)F)C(F)(F)F)C1=NN(C2=C1C=NC(=C2)N2C1(CC1)CN(CC2)C(=O)NC2=CC=CC=C2)C 4-(3-(2,4-Difluoro-3-hydroxy-5-(trifluoromethyl)phenyl)-1-methyl-1H-pyrazolo[4,3-c]pyridin-6-yl)-N-phenyl-4,7-diazaspiro[2.5]octane-7-carboxamide